BrC1=NOC(=N1)[C@H](C)NC(=O)C=1N(N=C(C1)C(F)(F)F)C N-[(1S)-1-(3-bromo-1,2,4-oxadiazol-5-yl)ethyl]-2-methyl-5-(trifluoromethyl)pyrazole-3-carboxamide